C1(=CC=CC2=CC=C3C=C4C=CC=CC4=CC3=C12)C(CO)O 2-tetraphenyl-1,2-ethylene glycol